N-[3-chloro-4-[4-[2-[(3S)-pyrrolidin-3-yl]acetyl]piperazine-1-carbonyl]phenyl]-5-(2,3-difluoro-4-methoxy-phenyl)-1-methyl-imidazole-2-carboxamide ClC=1C=C(C=CC1C(=O)N1CCN(CC1)C(C[C@H]1CNCC1)=O)NC(=O)C=1N(C(=CN1)C1=C(C(=C(C=C1)OC)F)F)C